4-(3-chlorophenyl)-2-phenylquinazoline ClC=1C=C(C=CC1)C1=NC(=NC2=CC=CC=C12)C1=CC=CC=C1